N-(5-(bicyclo[2.2.1]heptan-1-yl)-1H-pyrazol-3-yl)-2-(3-methylisoxazol-5-yl)acetamide C12(CCC(CC1)C2)C2=CC(=NN2)NC(CC2=CC(=NO2)C)=O